tri-galloyl-beta-glucose C(C1=CC(O)=C(O)C(O)=C1)(=O)[C@]1([C@]([C@](O)(O[C@@H]([C@H]1O)CO)C(C1=CC(O)=C(O)C(O)=C1)=O)(O)C(C1=CC(O)=C(O)C(O)=C1)=O)O